N1C=NC(=C1)COC1=C(C=CC=C1)C=1C=NC=C(C1)OC 3-(2-((1H-imidazol-4-yl)methoxy)phenyl)-5-methoxypyridine